NC1=NC(C2=C(N1)NC=C2CCC2=CC=C(C(=O)N[C@@H](CCC(NCCOCCOCCOCCOCC#C)=O)C(=O)O)C=C2)=O (S)-20-(4-(2-(2-amino-4-oxo-4,7-dihydro-1H-pyrrolo[2,3-d]pyrimidin-5-yl)ethyl)benzamido)-17-oxo-4,7,10,13-tetraoxa-16-azahenicos-1-yn-21-oic acid